CC1=CC[C@@H](CC1)C(=C)C (R)-1-methyl-4-(1-methylvinyl)cyclohexene